2-(4-chloro-3-fluorophenoxy)-N-[3-(1-methyl-5-{[cis-3-(trifluoromethoxy)cyclobutyl]oxy}-1H-pyrazol-3-yl)bicyclo[1.1.1]pentan-1-yl]acetamide ClC1=C(C=C(OCC(=O)NC23CC(C2)(C3)C3=NN(C(=C3)O[C@@H]3C[C@@H](C3)OC(F)(F)F)C)C=C1)F